C\C(=C/C=C/C=CC1=CC=C(C=C1)C=C\C=C\C=C(\CC\C=C(\CCC=C(C)C)/C)/C)\CC\C=C(\CCC=C(C)C)/C 1,4-bis[2-((1E,3E,7E)-4,8,12-trimethyltrideca-1,3,7,11-tetraenyl)ethenyl]benzene